ClC1=CC2=C(C=N1)C(=NN2C2OCCCC2)N2CCOCC2 4-(6-chloro-1-(tetrahydro-2H-pyran-2-yl)-1H-pyrazolo[4,3-C]pyridin-3-yl)morpholine